1-[1,5-bis(octahydro-1H-inden-2-yl) pentan-3-yl] 9-pentadec-8-yl 5-oxoazelate O=C(CCCC(=O)OC(CCC1CC2CCCCC2C1)CCC1CC2CCCCC2C1)CCCC(=O)OC(CCCCCCC)CCCCCCC